C(C=C)C1(CCN(CC1)C(=O)OC(C)(C)C)C(=O)OCC 1-(tert-butyl) 4-ethyl 4-allylpiperidine-1,4-dicarboxylate